3-((1-((6-chloro-2-methoxypyridin-3-yl)methyl)-6-oxo-4-(1,1,2,2-tetrafluoroethyl)-1,6-dihydropyrimidin-5-yl)oxy)-5-(difluoromethyl)-2-methylbenzonitrile ClC1=CC=C(C(=N1)OC)CN1C=NC(=C(C1=O)OC=1C(=C(C#N)C=C(C1)C(F)F)C)C(C(F)F)(F)F